N2-[4-[1-(2-methoxyethyl)pyrazol-4-yl]phenyl]-N4-[2-(6-methyl-2-pyridyl)pyrimidin-4-yl]pyrimidine-2,4-diamine COCCN1N=CC(=C1)C1=CC=C(C=C1)NC1=NC=CC(=N1)NC1=NC(=NC=C1)C1=NC(=CC=C1)C